N-(2-(difluoromethoxy)-4-(4-methyl-4H-1,2,4-triazol-3-yl)phenyl)-8-(3,3-dimethylazetidin-1-yl)-6-methylpyrido[3,4-d]pyrimidin-2-amine FC(OC1=C(C=CC(=C1)C1=NN=CN1C)NC=1N=CC2=C(N1)C(=NC(=C2)C)N2CC(C2)(C)C)F